glycyl-l-proline amide, hydrochloride Cl.NCC(=O)N1[C@@H](CCC1)C(=O)N